C(\C=C\C(=O)SC#N)(=O)SC#N fumaric acid, thiocyanate